[Y+3].C[Si]([N-][Si](C)(C)C)(C)C.C[Si]([N-][Si](C)(C)C)(C)C.C[Si]([N-][Si](C)(C)C)(C)C tris[N,N-bis(trimethylsilyl)amide] yttrium (III)